(3aR,5s,6aS)-2-(3,3-dimethyl-butyl)-N-[5-(1,3-dimethylpyrazol-4-yl)pyrazin-2-yl]-3,3a,4,5,6,6a-hexahydro-1H-cyclopenta[c]pyrrol-5-amine CC(CCN1C[C@@H]2[C@H](C1)CC(C2)NC2=NC=C(N=C2)C=2C(=NN(C2)C)C)(C)C